C(#N)C=1C=C(C=CC1OCC(C)C)C=1SC(=C(N1)C)C(=O)NC1=CC(=CC=C1)C(=C(F)F)CCCCC1=CC=CC=C1 2-(3-cyano-4-isobutoxyphenyl)-N-(3-(1,1-difluoro-6-phenylhex-1-en-2-yl)phenyl)-4-methylthiazole-5-carboxamide